CN(CCCN1C=2C=CC(=CC2C=2C1=NC=1CCCCC1C2N)F)C 6-(3-(dimethylamino)propyl)-9-fluoro-2,3,4,6-tetrahydro-1H-indolo[2,3-b]quinolin-11-amine